(S)-5-Chloro-2,4-difluoro-8,8a,9,10,11,12-hexahydro-7-oxa-1,3,6,12a-tetraazabenzo[4,5]cyclohepta[1,2,3-de]naphthalene ClC1=C(C=2N=C(N=C3C2C(=N1)OC[C@H]1N3CCCC1)F)F